3-(((R)-7-((2S,4R)-2-(3-Fluorophenyl)-4-(methylamino)piperidine-1-carbonyl)-7-azaspiro[4.5]decan-10-yl)methyl)-6-(o-tolyl)pyrimidin-4(3H)-one FC=1C=C(C=CC1)[C@H]1N(CC[C@H](C1)NC)C(=O)N1CC2(CCCC2)[C@@H](CC1)CN1C=NC(=CC1=O)C1=C(C=CC=C1)C